NC1=NC2=C(N1C)C=CC(=C2)C(=O)OC methyl 2-amino-1-methyl-1H-benzo[d]imidazole-5-carboxylate